4-(2-(2-chloro-6-methylpyridin-3-yl)ethyl)-2-(hydroxymethyl)-4-((4-methoxybenzyl)amino)pyrrolidine-1-carboxylic acid tert-butyl ester C(C)(C)(C)OC(=O)N1C(CC(C1)(NCC1=CC=C(C=C1)OC)CCC=1C(=NC(=CC1)C)Cl)CO